CN1C(C(=CC(=C1)[N+](=O)[O-])[N+](=O)[O-])=O 1-methyl-3,5-dinitro-1H-pyridin-2-one